CC(C[O-])C 2,2-dimethylethoxide